N-Methylpropan-1,3-diamin CNCCCN